COC(=O)C1N(CCC1)C(=O)OCC1=CC=CC=C1 Pyrrolidine-1,2-dicarboxylic acid 1-benzyl 2-methyl ester